OCCS(=O)(=O)CC(CCCC(C(=O)NNC)(C)C=1C=C(C=CC1)CC(C(=O)OCC)C)=O ethyl 3-(3-(7-((2-hydroxyethyl)sulfonyl)-2-methyl-1-(2-methylhydrazineyl)-1,6-dioxoheptan-2-yl)phenyl)-2-methylpropanoate